tert-butyl ((1r,4r)-4-((5-(((E)-4-chloro-5H-1,2,3-dithiazol-5-ylidene)amino)-4-((2,2,2-trifluoroethyl)amino)pyridin-2-yl)amino)cyclohexyl)carbamate ClC/1=NSS\C1=N\C=1C(=CC(=NC1)NC1CCC(CC1)NC(OC(C)(C)C)=O)NCC(F)(F)F